N-tert-butyloxycarbonyl-3-(4-Hydroxy-3-methylphenyl)-indole C(C)(C)(C)OC(=O)N1C=C(C2=CC=CC=C12)C1=CC(=C(C=C1)O)C